1,1-bis(di-4-toluidinophenyl)-cyclohexane C1(=CC=C(C=C1)NC=1C(=C(C=CC1)C1(CCCCC1)C1=C(C(=CC=C1)NC1=CC=C(C=C1)C)NC1=CC=C(C=C1)C)NC1=CC=C(C=C1)C)C